2-chloro-5-(2,6-dimethylphenyl)-6H-pyrimido[1,6-b]pyridazin-6-one ClC=1C=CC=2N(N1)C=NC(C2C2=C(C=CC=C2C)C)=O